C1(CC(CC(C1)CN(CCCCCCCCCCCCC)CCCCCCCCCCCCC)CN(CCCCCCCCCCCCC)CCCCCCCCCCCCC)CN(CCCCCCCCCCCCC)CCCCCCCCCCCCC N,N',N''-(cyclohexane-1,3,5-triyltris(methylene))tris(N-tridecyltridecan-1-amine)